(1S,2S)-2-((4-(benzo[d]thiazol-6-ylamino)-7-(1-methyl-1H-pyrazol-4-yl)quinazolin-5-yl)oxy)cyclobutan-1-ol S1C=NC2=C1C=C(C=C2)NC2=NC=NC1=CC(=CC(=C21)O[C@@H]2[C@H](CC2)O)C=2C=NN(C2)C